(S)-N1-(1-(4-chloro-2-fluorophenyl)pyrrolidin-3-yl)-N1-methylbenzene-1,2-diamine ClC1=CC(=C(C=C1)N1C[C@H](CC1)N(C=1C(=CC=CC1)N)C)F